NC=1C(=NC(=C(N1)C=1OC=CN1)C=1C=CC=2N(C1)C(=CN2)C)C(=O)NCCN2C(CCC2)=O 3-amino-6-(3-methylimidazo[1,2-a]pyridin-6-yl)-5-(oxazol-2-yl)-N-(2-(2-oxopyrrolidin-1-yl)ethyl)pyrazine-2-carboxamide